1-(1-azidoethyl)-2-oxabicyclo[2.1.1]hexane N(=[N+]=[N-])C(C)C12OCC(C1)C2